COC=1C=C(C=C(C1)OC)N1C(N(C2=C(C1)C=NC(=N2)NC2=CC=C(C=C2)N2CCN(CC2)CCCC(=O)OC(C)(C)C)CC2=CC=C(C=C2)NC(CC)=O)=O tert-butyl 4-(4-(4-((6-(3,5-dimethoxyphenyl)-7-oxo-8-(4-propionamidobenzyl)-5,6,7,8-tetrahydropyrimido[4,5-d]pyrimidin-2-yl)amino)phenyl)piperazin-1-yl)butanoate